FC(C(N)C1=CN(C2=CC(=CC=C12)C1=C(C=CC=C1)C(F)(F)F)CC(C)C)(F)F 2,2,2-trifluoro-1-(1-isobutyl-6-(2-(trifluoromethyl)phenyl)-1H-indol-3-yl)ethanamine